C(CC=CCCCC)O oct-3-en-1-ol